tert-butyl 4-[2-(3-methyl-2,6-dioxo-3-piperidyl)-3-oxo-isoindolin-5-yl]-3,6-dihydro-2H-pyridine-1-carboxylate CC1(C(NC(CC1)=O)=O)N1CC2=CC=C(C=C2C1=O)C=1CCN(CC1)C(=O)OC(C)(C)C